OC1CCC(CC1)C=CC1CCC(CC1)O 1,2-bis(4-hydroxycyclohexyl)ethylene